N=CCl iminomethyl chloride